N1C(=NC2=C1C=CC=C2)C2=C(C(=C(N2)C)C(=O)NCCN2CCN(CC2)C)C2=CC=CC=C2 5-(1H-benzo[d]imidazol-2-yl)-2-methyl-N-(2-(4-methylpiperazin-1-yl)ethyl)-4-phenyl-1H-pyrrole-3-carboxamide